bromo-5-chloro-7H-imidazo[1,2-c]pyrazolo[4,3-e]pyrimidine BrC=1N=C2N(C(=NC3=C2C=NN3)Cl)C1